iso-Butyl N-[(1S)-2-(1,3-benzodioxol-5-yl)-1-methyl-ethyl]-N-ethyl-carbamate O1COC2=C1C=CC(=C2)C[C@H](C)N(C(OCC(C)C)=O)CC